BrC1=CC=CC=2C=3N(C(=NC12)N[C@@H]1C(NCCCC1)=O)N=C(N3)C3=CC(=CC=C3)F (3S)-3-{[7-bromo-2-(3-fluorophenyl)[1,2,4]triazolo[1,5-c]quinazolin-5-yl]amino}azepan-2-one